(S)-1-(4-(benzo[d]thiazol-7-yl((8-chloro-3-cyano-4-(neopentylamino)quinolin-6-yl)amino)methyl)-1H-1,2,3-triazol-1-yl)cyclopropane-1-carboxamide S1C=NC2=C1C(=CC=C2)[C@@H](C=2N=NN(C2)C2(CC2)C(=O)N)NC=2C=C1C(=C(C=NC1=C(C2)Cl)C#N)NCC(C)(C)C